2-isopentyl-1,4-naphthalenediol C(CC(C)C)C1=C(C2=CC=CC=C2C(=C1)O)O